1-(6-methoxy-5-(1-methyl-1H-pyrazol-4-yl)-3-nitropyridin-2-yl)-N,N-dimethylpiperidin-4-amine COC1=C(C=C(C(=N1)N1CCC(CC1)N(C)C)[N+](=O)[O-])C=1C=NN(C1)C